(1-(1-methyl-1H-pyrazol-4-yl)ethyl)-N-(1-methylcyclopropyl)-5-oxo-1,2,4,5-tetrahydroimidazo[1,2-a]quinazoline-7-sulfonamide CN1N=CC(=C1)C(C)C1CN=C2N1C1=CC=C(C=C1C(N2)=O)S(=O)(=O)NC2(CC2)C